COC(=O)C1(CN(CCC1)C1=NC2=C(C(=CC=C2C(=C1)N1C=NC=C1)Cl)Cl)NC(CO)=O 1-(7,8-dichloro-4-(1H-imidazol-1-yl)quinolin-2-yl)-3-(2-hydroxyacetamido)piperidine-3-carboxylic acid methyl ester